8-[(2S,5R)-4-{[2-Methoxy-6-(trifluoromethyl)pyridin-4-yl]methyl}-2,5-dimethylpiperazin-1-yl]-5-methyl-6-oxo-5,6-dihydro-1,5-naphthyridin-2-carbonitril COC1=NC(=CC(=C1)CN1C[C@@H](N(C[C@H]1C)C1=CC(N(C=2C=CC(=NC12)C#N)C)=O)C)C(F)(F)F